C1(=CC=CC=C1)C1=NC2=CC=CC=C2C(C1OC1OCCCC1)=O 2-phenyl-3-tetrahydropyranyloxy-quinolin-4-one